N-(4-Cyanobenzyl)-6-((1-((1-(2-(dimethylamino)ethoxy)-2-methylpropan-2-yl)sulfonyl)cyclopropyl)methyl)-1-methyl-7-oxo-4,5,6,7-tetrahydro-1H-pyrazolo[3,4-c]pyridine-3-carboxamide C(#N)C1=CC=C(CNC(=O)C2=NN(C=3C(N(CCC32)CC3(CC3)S(=O)(=O)C(COCCN(C)C)(C)C)=O)C)C=C1